2,5-dichloro-4-methylbenzoic acid ClC1=C(C(=O)O)C=C(C(=C1)C)Cl